tert-butyl (2-fluoroethyl)((trans)-3-((6-(1-methyl-1H-pyrazol-4-yl)pyrazolo[1,5-a]pyrazin-4-yl)oxy)cyclobutyl)carbamate FCCN(C(OC(C)(C)C)=O)[C@@H]1C[C@H](C1)OC=1C=2N(C=C(N1)C=1C=NN(C1)C)N=CC2